C(C)(C)(C)N=[Mo](N(C)C)(N(C)C)=NC(C)(C)C bis(tertbutylimino)bis(dimethylamino)molybdenum